3-{3-[(1S)-1-amino-2,3-dihydro-1H-inden-5-yl]-5-{pyrazolo[3,4-b]pyridin-1-yl}Imidazo[4,5-b]pyridin-2-yl}pyridin-2-amine N[C@H]1CCC2=CC(=CC=C12)N1C(=NC=2C1=NC(=CC2)N2N=CC=1C2=NC=CC1)C=1C(=NC=CC1)N